(4-(3-((1H-benzo[d]imidazol-5-yl)ethynyl)imidazo[1,2-a]pyridin-6-yl)phenyl)(morpholino)methanone bis[2,4-di-t-butyl-6-methylphenyl]ethyl-phosphite C(C)(C)(C)C1=C(C(=CC(=C1)C(C)(C)C)C)C(COP(O)O)C1=C(C=C(C=C1C)C(C)(C)C)C(C)(C)C.N1C=NC2=C1C=CC(=C2)C#CC2=CN=C1N2C=C(C=C1)C1=CC=C(C=C1)C(=O)N1CCOCC1